1(3H)-isobenzofuranone C1(OCC2=CC=CC=C12)=O